tert-butyl N-[(1S)-1-{[2-(hydroxymethyl)phenyl]carbamoyl}ethyl]carbamate OCC1=C(C=CC=C1)NC(=O)[C@H](C)NC(OC(C)(C)C)=O